Iron-Manganese-Silicon [Si].[Mn].[Fe]